tert-butyl (R)-3-((S)-3-(3-(2-(((benzyloxy)carbonyl)amino)ethoxy)phenyl)-1-(tert-butoxy)-1-oxopropan-2-yl)pyrrolidine-1-carboxylate C(C1=CC=CC=C1)OC(=O)NCCOC=1C=C(C=CC1)C[C@H](C(=O)OC(C)(C)C)[C@@H]1CN(CC1)C(=O)OC(C)(C)C